FC1=CC=C(C=C1)C(C=O)CC 2-(4-fluorophenyl)butanal